4-(4-chloro-2-fluorophenyl)-3-(3-chlorophenyl)-5-neopentyl-1-(oxetan-3-ylmethyl)pyrrolidine-2-carboxylic acid ClC1=CC(=C(C=C1)C1C(C(N(C1CC(C)(C)C)CC1COC1)C(=O)O)C1=CC(=CC=C1)Cl)F